Cl.CN(C1CCC(CC1)NC1=NC=2N(C(C(=NC2C=N1)C1=C(C(=C(C(=C1)F)NS(=O)(=O)CC1=CC=C(C=C1)F)F)F)=O)C(C)C)C N-(4-(2-(((1r,4r)-4-(Dimethylamino)cyclohexyl)amino)-8-isopropyl-7-oxo-7,8-dihydropteridin-6-yl)-2,3,6-trifluorophenyl)-1-(4-fluorophenyl)methanesulfonamide hydrochloride